3-(3-amino-2-(propylcarbamoyl)imidazo[1,2-a]pyridin-8-yl)benzoic acid NC1=C(N=C2N1C=CC=C2C=2C=C(C(=O)O)C=CC2)C(NCCC)=O